ClC=1C=CC(=C(C1)C=1N=CN(C(C1)=O)[C@H]1CCC[C@H](C(NC=2C=NN(C2C=2C=CN=C1C2)C)=O)C)C=2C=NC=NC2 (9R,13S)-13-{4-[5-chloro-2-(pyrimidin-5-yl)phenyl]-6-oxo-1,6-dihydropyrimidin-1-yl}-3,9-dimethyl-3,4,7,15-tetraazatricyclo[12.3.1.02,6]Octadec-1(18),2(6),4,14,16-pentaen-8-one